C(N)(=O)C=1C=C(C=CC1)NC(=O)C=1C(=NC=C(C1)C(F)(F)F)N1CCC(CCC1)(F)F N-(3-carbamoylphenyl)-2-(4,4-difluoroazepan-1-yl)-5-(trifluoro-methyl)pyridine-3-carboxamide